2,2'-ethylenebis(4,6-di-tert-butylphenyl) fluorophosphonite FP1OC2=C(C=C(C=C2C(C)(C)C)C(C)(C)C)CCC2=C(C(=CC(=C2)C(C)(C)C)C(C)(C)C)O1